FC(C1=CC=C(C=C1)/C=C/C(=O)OC)(F)F methyl (E)-3-[4-(trifluoromethyl)phenyl]prop-2-enoate